[PH2](=S)P(O)(O)=O thiophosphinyl-phosphonic acid